3-(4-trifluoromethyl-benzyl)-2-methylbenzothiazole FC(C1=CC=C(CN2C(SC3=C2C=CC=C3)C)C=C1)(F)F